C(N)(OCC(=C(F)C(C)(C)C)CN1N=CC(=C1)C(NC(C)(C)C)=O)=O tert-butyl-(2-((4-(tert-butylcarbamoyl)-1H-pyrazol-1-yl) methyl)-3-fluoroallyl) carbamate